FC(CNC(CN1CCN(CC1)C1=C2C(=NC=C1)NC(N2)=O)=O)(F)F N-(2,2,2-trifluoroethyl)-2-(4-(2,3-dihydro-2-oxo-1H-imidazo[4,5-b]pyridin-7-yl)piperazin-1-yl)acetamide